3-azido-4-hydroxy-benzoate N(=[N+]=[N-])C=1C=C(C(=O)[O-])C=CC1O